CC(CCO)CCCC(=C)C 3,7-dimethylocta-7-enol